FC1=C(C=CC(=C1)[N+](=O)[O-])NC(C=C)=O N-(2-fluoro-4-nitrophenyl)acrylamide